1-((1-phenylpyrrolidin-2-yl)methyl)-1,2,3,6-tetrahydropyridin-4-yl benzoate C(C1=CC=CC=C1)(=O)OC=1CCN(CC1)CC1N(CCC1)C1=CC=CC=C1